6-(4-(2-(2-aminoethoxy)ethyl)piperazin-1-yl)-N-((1r,4r)-4-(3-chloro-4-cyanophenoxy)cyclohexyl)pyridazine-3-carboxamide trifluoroacetate FC(C(=O)O)(F)F.NCCOCCN1CCN(CC1)C1=CC=C(N=N1)C(=O)NC1CCC(CC1)OC1=CC(=C(C=C1)C#N)Cl